(Tetrahydro-2H-pyran-4-yl)methyl-(S,E)-(7-amino-1-((1-((4-neopentyl-1H-benzo[d]imidazol-2-yl)methyl)-2-oxo-1,2-dihydropyridin-3-yl)amino)-1,7-dioxohept-5-en-2-yl)carbamat O1CCC(CC1)COC(N[C@H](C(=O)NC=1C(N(C=CC1)CC1=NC2=C(N1)C=CC=C2CC(C)(C)C)=O)CC\C=C\C(=O)N)=O